BrC1=C(C(=O)OC)C=C(C(=C1)NS(=O)(=O)C1=CC=C(C=C1)[N+](=O)[O-])I methyl 2-bromo-5-iodo-4-((4-nitrophenyl)sulfonamido)benzoate